CC(=O)CC(C)C.[Cu+2] copper (II) methylisobutylketone